C1(=CC=C(C=C1)N(C1=CC=CC=2C3(C4=CC=CC=C4C12)C1=CC=CC=C1C=1C=CC=CC13)C1=CC=C(C=C1)C=1C=CC=3N(C2=CC=CC=C2C3C1)C1=CC=CC=C1)C1=CC=CC=C1 N-(1,1'-biphenyl-4-yl)-N-[4-(9-phenyl-9H-carbazol-3-yl)phenyl]-9,9-spirobi(9H-fluoren)-4-amine